(5-(azetidin-3-ylamino)-2-methylphenyl)-2-(2-((4-fluorobenzyl)thio)-4H-imidazo[4,5-b]pyridin-4-yl)pentanamide N1CC(C1)NC=1C=CC(=C(C1)C(C(=O)N)(CCC)N1C=2C(=CC=C1)N=C(N2)SCC2=CC=C(C=C2)F)C